2-(4,4,4-trifluorobutyl)-2H-1,2,3-triazole-4-carboxylic acid FC(CCCN1N=CC(=N1)C(=O)O)(F)F